C(C1=CC=CC=C1)OC(=O)N1CC2=CC=C(C=C2CC1)C=1CCN(CC1)C1=C(C=C(C=C1)NC1C(NC(CC1)=O)=O)C(F)(F)F.BrC1=CC=C(C=C1)N(C(C(=C)C)=O)C N-(4-bromophenyl)-N-methylmethacrylamide benzyl-6-[1-[4-[(2,6-dioxo-3-piperidyl)amino]-2-(trifluoromethyl)phenyl]-3,6-dihydro-2H-pyridin-4-yl]-3,4-dihydro-1H-isoquinoline-2-carboxylate